C[C@@H]1OCC1 (2S)-2-methyloxetan